5-((5-(3-methoxy-5-((4-methoxybenzyl)oxy)pyridin-4-yl)-1H-pyrazol-3-yl)amino)pyrazine-2-carbonitrile COC=1C=NC=C(C1C1=CC(=NN1)NC=1N=CC(=NC1)C#N)OCC1=CC=C(C=C1)OC